C(C(=O)O)(=O)O.NC1(C(C(CCC1)O)=O)C1=C(C(=CC=C1)OC(F)(F)F)F 2-amino-2-(2-fluoro-3-(trifluoromethoxy)phenyl)-6-hydroxycyclohexane-1-one oxalate